C(C)(=O)NC1=C(C(=O)O)C(=CC=C1)C(N[C@H](CS(=O)(=O)C)C1=CC(=C(C=C1)OC)OCC)=O (S)-2-acetamido-6-((1-(3-ethoxy-4-methoxyphenyl)-2-(methylsulfonyl)ethyl)carbamoyl)benzoic acid